(5-fluoro-2-(methoxy-d3)-3-(4,4,5,5-tetramethyl-1,3,2-dioxaborolan-2-yl)phenyl)carbamic acid tert-butyl ester C(C)(C)(C)OC(NC1=C(C(=CC(=C1)F)B1OC(C(O1)(C)C)(C)C)OC([2H])([2H])[2H])=O